C1(=CC=CC=C1)CC1=CC=CC=C1 di-phenyl-methane